(2E)-3-[2-CHLORO-6-(PYRROLIDIN-1-YL)PHENYL]PROP-2-ENOIC ACID ClC1=C(C(=CC=C1)N1CCCC1)/C=C/C(=O)O